FC1=C(C(=O)NCC2CCC(CC2)N2N=C3C=C(C=CC3=C2)N2N=CN=C2)C=C(C(=C1F)O)F 2,3,5-trifluoro-4-hydroxy-N-({(1r,4r)-4-[6-(1H-1,2,4-triazol-1-yl)-2H-indazol-2-yl]cyclohexyl}methyl)benzamide